FC1=CN=C2N1N=C(C=C2[C@@H]2[C@H](C2)C2=NC=CC=C2)C=2C(NC(NC2)=O)=O 5-(3-fluoro-8-((1S,2S)-2-(pyridin-2-yl)cyclopropyl)imidazo[1,2-b]pyridazin-6-yl)pyrimidine-2,4(1H,3H)-dione